N'-heptyl-N'-methyl-malonamide C(CCCCCC)N(C(CC(=O)N)=O)C